ClC=1C(=C(OC2CCC(CC2)CCN2N=C(C3=C2CCC3)C(=O)N3C[C@H](O[C@H](C3)C)C)C=CC1)C (1-(2-((1s,4S)-4-(3-Chloro-2-methylphenoxy)cyclohexyl)ethyl)-1,4,5,6-tetrahydrocyclopenta[c]pyrazol-3-yl)((2R,6S)-2,6-dimethylmorpholino)methanon